C1(=CC=CC=C1)C=1N=C(NC1)C1N(CCCC1)C(CCC)=O 1-(2-(4-phenyl-1H-imidazol-2-yl)piperidin-1-yl)butan-1-one